(R,R)- and (R,S)-2-((4-cyanophenEthyl)amino)-N-(5-((1-methyl-2-oxopyrrolidin-3-yl)oxy)pyridin-2-yl)-2-phenylacetamide C(#N)C1=CC=C(CCN[C@@H](C(=O)NC2=NC=C(C=C2)O[C@H]2C(N(CC2)C)=O)C2=CC=CC=C2)C=C1 |&1:20|